3-(4-methoxyphenyl)-N-(4-(morpholinosulfonyl)phenyl)imidazo[1,2-a]pyrazin-8-amine COC1=CC=C(C=C1)C1=CN=C2N1C=CN=C2NC2=CC=C(C=C2)S(=O)(=O)N2CCOCC2